CCCCCC=C(CCC)C#N Dec-6-en-7-carbonitrile